((tetrahydro-2H-pyran-2-yl)oxy)chromane-2-carboxamide O1C(CCCC1)OC1(OC2=CC=CC=C2CC1)C(=O)N